ethyl 4-chloro-2-((4-fluoro-2-methyl-phenyl)amino)-benzoate ClC1=CC(=C(C(=O)OCC)C=C1)NC1=C(C=C(C=C1)F)C